C(CC1=CC=CC=C1)N1CCC2(CC[C@H]2NC(C2=CC=CC=C2)=O)CC1 (R)-N-(7-phenethyl-7-azaspiro[3.5]non-1-yl)benzamide